FC([C@@H]1[C@H](C1)C=1C=2N(N=C(C1)C=1C=NC=NC1)C=CN2)(F)F 5-(8-((1S,2S)-2-(trifluoromethyl)cyclopropyl)imidazo[1,2-b]pyridazin-6-yl)pyrimidine